C(C1CO1)OC1=CC=C(C=C1)C(C)(C)C1=CC=C(C=C1)OCC1CO1 2,2-Bis(4-(glycidyloxy)phenyl)propane